O=C1NC(CCC1N1C(C2=CC=CC(=C2C1=O)NCCOCCC1N(CCNC1)C(=O)N)=O)=O 2-(2-(2-((2-(2,6-dioxopiperidin-3-yl)-1,3-dioxoisoindolin-4-yl)amino)ethoxy)ethyl)piperazine-1-carboxamide